N-[4'-Hydroxy-cinnamoyl]-aspartic acid OC1=CC=C(C=CC(=O)N[C@@H](CC(=O)O)C(=O)O)C=C1